N-(4-Amino-1H-pyrazolo[4,3-c]pyridin-7-yl)-2-oxo-2-[rac-(2S,5R)-5-methyl-4-(1-methylcyclopropanecarbonyl)-2-phenyl-piperazin-1-yl]acetamide NC1=NC=C(C2=C1C=NN2)NC(C(N2[C@H](CN([C@@H](C2)C)C(=O)C2(CC2)C)C2=CC=CC=C2)=O)=O |r|